NC1=C(C=C2CCC(N(C2=C1)C)=O)C=1C(=NN(C1)C)C 7-Amino-6-(1,3-dimethylpyrazol-4-yl)-1-methyl-3,4-dihydro-quinolin-2-one